BrC=1C=C(C(=O)O)C=C(C1F)I 3-bromo-4-fluoro-5-iodobenzoic acid